methyl (S)-1-(2-((tert-butoxycarbonyl) amino) propyl)-6-oxo-1,6-dihydropyridine-3-carboxylate C(C)(C)(C)OC(=O)N[C@H](CN1C=C(C=CC1=O)C(=O)OC)C